1-(3-chloropyridin-2-yl)-5-(trifluoromethyl)-1H-pyrazole-4-carbonyl chloride ClC=1C(=NC=CC1)N1N=CC(=C1C(F)(F)F)C(=O)Cl